2,4-bis(3,5-dimethyl-4-hydroxyphenyl)-2-methylbutane CC=1C=C(C=C(C1O)C)C(C)(CCC1=CC(=C(C(=C1)C)O)C)C